4-((2-iodo-1-(2,2,2-trifluoroethyl)-1H-indol-4-yl)amino)-1-methylcyclohexan-1-ol IC=1N(C2=CC=CC(=C2C1)NC1CCC(CC1)(O)C)CC(F)(F)F